ClC1=CC(=NC(=C1)N1[C@@H](CCC1)C)C(=O)NC1=CC=C(C(=O)O)C=C1 (R)-4-(4-chloro-6-(2-methylpyrrolidin-1-yl)pyridinecarboxamido)benzoic acid